CC1=CC(=CC=C1)S(=O)O m-toluenesulfinic acid